6-(1-(5-(6-amino-2-methylpyridin-3-yl)-7-(2-(ethyl(methyl)amino)ethyl)-1-oxo-3,4-dihydroisoquinolin-2(1H)-yl)ethyl)-4-ethoxynicotinonitrile NC1=CC=C(C(=N1)C)C1=C2CCN(C(C2=CC(=C1)CCN(C)CC)=O)C(C)C1=NC=C(C#N)C(=C1)OCC